N-(4-(4-amino-7-(3,3-difluoro-4-(methylamino)cyclohexyl)-1-isopropyl-1H-pyrazolo[4,3-c]pyridin-3-yl)-2-fluorophenyl)-2-chlorobenzenesulfonamide NC1=NC=C(C2=C1C(=NN2C(C)C)C2=CC(=C(C=C2)NS(=O)(=O)C2=C(C=CC=C2)Cl)F)C2CC(C(CC2)NC)(F)F